ClC=1C(=NC(=NC1)NC1=CC(=C(C=C1)N1CCN(CC1)C)OC)C1=CN=C(S1)N1C[C@H](CC1)F (S)-5-chloro-4-(2-(3-fluoropyrrolidin-1-yl)thiazol-5-yl)-N-(3-methoxy-4-(4-methylpiperazin-1-yl)phenyl)pyrimidin-2-amine